4-(2-hydroxypropan-2-yl)isoquinolin-1(2H)-one OC(C)(C)C1=CNC(C2=CC=CC=C12)=O